NC=1C(=NC(=CN1)C=1C=NN(C1)C1CCN(CC1)CCOC)C=1C=CC(N(N1)C1=C(C(=CC(=C1)OC)OC)C)=O 6-(3-Amino-6-(1-(1-(2-methoxyethyl)piperidin-4-yl)-1H-pyrazol-4-yl)pyrazin-2-yl)-2-(3,5-dimethoxy-2-methylphenyl)pyridazin-3(2H)-on